CC=1C=C(C=CC1)C(=CC(=O)[O-])C.[Na+] sodium 3-m-methylphenyl-2-butenoate